FC1=CC=C(C=C1)C(C)C1=CC=C(C=N1)CN (6-(1-(4-fluorophenyl)ethyl)pyridin-3-yl)methylamine